(2S)-3-Methyl-2-(methylamino)butan-1-ol CC([C@@H](CO)NC)C